ClC=1C=C(C(=NC1)N1CC(N(C2(CC(C2)C(=O)O)C1=O)CC1=CC=C(C=C1)C(F)F)=O)F 8-(5-chloro-3-fluoropyridin-2-yl)-5-(4-(difluoromethyl)benzyl)-6,9-dioxo-5,8-diazaspiro[3.5]nonane-2-carboxylic acid